NCCNCCC[Si](OC)(OC)OC 3-[N-(2-aminoethyl)amino]propyltrimethoxysilane